N-METHACRYLOYLGLYCINE C(C(=C)C)(=O)NCC(=O)O